2-(cyclohexylmethyl)-N-(5-methylsulfonylpyridin-3-yl)indazole-3-carboxamide C1(CCCCC1)CN1N=C2C=CC=CC2=C1C(=O)NC=1C=NC=C(C1)S(=O)(=O)C